[Si](C)(C)(C(C)(C)C)OCC1=CC=C(O/C=C/CO)C=C1 (E)-3-(4-(((tert-butyldimethylsilyl)oxy)methyl)phenoxy)allyl alcohol